[Si](C1=CC=CC=C1)(C1=CC=CC=C1)(C(C)(C)C)OCC[C@@H]1C[C@@H](CCC1)ON1CC=CC=C1C |o1:20,22| 1-(((1R*,3R*)-3-(2-((tert-butyldiphenylsilyl)oxy)ethyl)cyclohexyl)oxy)-6-methylpyridine